6-((2-(6,8-dioxa-2-azaspiro[3.5]nonan-7-yl)ethyl)(2,6-difluoro-4-methoxybenzyl)amino)nicotinonitrile C1NCC12COC(OC2)CCN(C2=NC=C(C#N)C=C2)CC2=C(C=C(C=C2F)OC)F